[Na+].C(CCCCCCCCCCCCCCC)(=O)N1[C@@H](CCC1)C(=O)NCC(=O)N[C@@H](CC1=CC=C(C=C1)O)C(=O)[O-] palmitoyl-L-prolyl-glycyl-L-tyrosine sodium salt